ClC=1C(=C(C=CC1)C1(CN(C(C2=C1N=C(N=C2)NC2CN(C2)C(=O)OC2=C(C(=C(C(=C2F)F)F)F)F)=O)C2=NC=CC=C2F)C)F pentafluorophenyl 3-{[8-(3-chloro-2-fluorophenyl)-6-(3-fluoropyridin-2-yl)-8-methyl-5-oxo-5,6,7,8-tetrahydropyrido[4,3-d]pyrimidin-2-yl]amino}azetidine-1-carboxylate